FC1(CCC(CC1)[C@H](NC(=O)C1=NN(N=C1)CCCC(F)(F)F)C1=NC2=C(N1)C=C(C=C2)[C@@H](C)NC(CCC(F)(F)F)=O)F N-[(S)-(4,4-Difluorocyclohexyl)-[6-[(1R)-1-(4,4,4-trifluorobutanoylamino)ethyl]-1H-benzimidazol-2-yl]methyl]-2-(4,4,4-trifluorobutyl)triazole-4-carboxamide